ClC1=NC(=CC=C1CC(=O)O)Cl 2-(2,6-dichloropyridin-3-yl)acetic acid